FC(S(=O)(=O)O\C(=C/OC)\C1=CC(=C(C=C1)OCC1=CC=CC=C1)[N+](=O)[O-])(F)F (Z)-1-(4-(Benzyloxy)-3-nitrophenyl)-2-methoxyvinyl trifluoromethanesulfonate